CC1([C@H]2CN([C@@H]([C@@H]12)C(NNC[C@H]1C(NCC1)=O)=O)C(=O)[C@H](C(C)(C)C)NC(C(F)(F)F)=O)C N-[(1S)-1-[(1R,2S,5S)-6,6-dimethyl-2-[[[(3S)-2-oxopyrrolidin-3-yl]methylamino]carbamoyl]-3-azabicyclo[3.1.0]hexane-3-carbonyl]-2,2-dimethyl-propyl]-2,2,2-trifluoro-acetamide